ClC=1C=C2CCCN(C2=C(C1)C1=C2C(=NC=C1)C=C(S2)CN2C(CCC2=O)=O)C2CN(C2)CC(F)F 1-((7-(6-chloro-1-(1-(2,2-difluoroethyl)azetidin-3-yl)-1,2,3,4-tetrahydroquinolin-8-yl)thieno[3,2-b]pyridin-2-yl)methyl)pyrrolidine-2,5-dione